TRIPROPYL-CYCLOHEXANE C(CC)C1C(CCCC1)(CCC)CCC